1,3-dimethyl-5-ethyladamantane CC12CC3(CC(CC(C1)C3)(C2)CC)C